CC=1N=C2N(C=C(C(=N2)C)N)C1 2,7-dimethylimidazo[1,2-a]pyrimidin-6-amine